C(#N)C=1C=C(C=CC1)N1N=CC(=C1)C=1OC2=C(C=C(C=C2C(C1)=O)C)C(C)NC1=C(C(=O)O)C=CC=C1 2-[1-[2-[1-(3-Cyanophenyl)pyrazol-4-yl]-6-methyl-4-oxo-chromen-8-yl]ethylamino]benzoic acid